C(C=C)(=O)OCCC(C(=O)O)(CC(=O)O)CCOCCOC1=CC=C(C=C1)C(C1=CC=CC=C1)=O 2-acryloyloxyethyl-(2-(2-(4-benzoyl-phenoxy)ethoxy)ethyl)succinic acid